C(C)(C)(C)OC(=O)N1[C@H]([C@@H](CCCC1)OC)CC1=CC=CC=C1 |o1:8,9| tert-butyl-(2S*,3R*)-2-benzyl-3-methoxyazepane-1-carboxylate